2-(2-(2-((4-(2-oxoindolin-6-yl)pyridin-2-yl)amino)ethoxy)phenyl)acetamide O=C1NC2=CC(=CC=C2C1)C1=CC(=NC=C1)NCCOC1=C(C=CC=C1)CC(=O)N